COC([C@@H](NC(=O)OCC1=CC=CC=C1)CCC(=O)ON1C(CCC1=O)=O)=O ((benzyloxy)carbonyl)-L-glutamic acid 5-(2,5-dioxopyrrolidin-1-yl) 1-methyl ester